2-((1r,3r)-1-(3-((tert-butoxycarbonyl)amino)phenyl)-3-(cyanomethyl)cyclobutyl)acetic acid C(C)(C)(C)OC(=O)NC=1C=C(C=CC1)C1(CC(C1)CC#N)CC(=O)O